1-(3-bromophenyl)-3-methylcyclobutaneformylhydrazine BrC=1C=C(C=CC1)C1(CC(C1)C)C(=O)NN